pentaerythritol tetrakis-(beta-dodecylmercapto)-propionate CC(CCCCCCCCCC)SC(C(C(=O)OCC(CO)(CO)CO)(SC(C)CCCCCCCCCC)SC(C)CCCCCCCCCC)SC(C)CCCCCCCCCC